CC1=C(C=C(O1)C(=O)NC1=NC(=NS1)CN1CCCC1)C1=CC(=CC=C1)C(F)(F)F 5-Methyl-N-(3-(pyrrolidin-1-ylmethyl)-1,2,4-thiadiazol-5-yl)-4-(3-(trifluoromethyl)phenyl)furan-2-carboxamide